((1r,3r)-3-aminocyclobutyl)methanol 2,2,2-trifluoroacetate FC(C(=O)O)(F)F.NC1CC(C1)CO